C(C)N1N=C(N=N1)C1=CC=2N(C=C1)C=CN2 7-(2-ethyltetrazol-5-yl)imidazo[1,2-a]pyridine